3-[5-[4-[5-chloro-4-[[3-(3-hydroxy-3-methyl-butyl)-1-methyl-2-oxo-benzimidazol-5-yl]amino]pyrimidin-2-yl]piperazin-1-yl]-1-oxo-isoindolin-2-yl]piperidine-2,6-dione ClC=1C(=NC(=NC1)N1CCN(CC1)C=1C=C2CN(C(C2=CC1)=O)C1C(NC(CC1)=O)=O)NC1=CC2=C(N(C(N2CCC(C)(C)O)=O)C)C=C1